1-(6Z,9Z,12Z-octadecatrienoyl)-2-(11Z,14Z-eicosadienoyl)-glycero-3-phosphocholine CCCCC/C=C\C/C=C\CCCCCCCCCC(=O)O[C@H](COC(=O)CCCC/C=C\C/C=C\C/C=C\CCCCC)COP(=O)([O-])OCC[N+](C)(C)C